4-(3-hydroxy-4-(7-(2,2,6,6-tetramethylpiperidin-4-yl)-6-(trifluoromethyl)imidazo[1,2-a]pyrimidin-2-yl)phenyl)-1-methylpyridin-2(1H)-one formate C(=O)O.OC=1C=C(C=CC1C=1N=C2N(C=C(C(=N2)C2CC(NC(C2)(C)C)(C)C)C(F)(F)F)C1)C1=CC(N(C=C1)C)=O